NC(=O)C1=CC=C(C=C1)N=NC1=C(C(=CC2=CC=CC=C12)C(=O)NC1=CC=C(C=C1)OC)O 4-((4-(aminocarbonyl)phenyl)azo)-3-hydroxy-N-(4-methoxyphenyl)naphthalene-2-carboxamide